C(C)N1C=2N(C(N=C(C2N=C1CC#N)N1[C@H](CN([C@@H](C1)C)C(C)C=1C=CC2=C(N=C(S2)CC)C1)C)=O)C 2-(9-ethyl-6-((2S,5R)-4-(1-(2-ethylbenzo[d]thiazol-5-yl)ethyl)-2,5-dimethylpiperazin-1-yl)-3-methyl-2-oxo-3,9-dihydro-2H-purin-8-yl)acetonitrile